6,7-Dichloro-10-(1-tetrahydropyran-2-ylpyrazol-4-yl)-2,4-dihydro-1H-pyrazino[1,2-a]indol-3-one ClC1=C(C=CC=2C(=C3N(C12)CC(NC3)=O)C=3C=NN(C3)C3OCCCC3)Cl